(3R)-3-(4-Chlorophenyl)-2-[(4-chlorophenyl)methyl]-3-{[3-(hydroxymethyl)oxetan-3-yl]methoxy}-6-(2-hydroxypropan-2-yl)-2,3-dihydro-1H-isoindol-1-on ClC1=CC=C(C=C1)[C@@]1(N(C(C2=CC(=CC=C12)C(C)(C)O)=O)CC1=CC=C(C=C1)Cl)OCC1(COC1)CO